CN1C(N(C2=C1C=C(C=C2)CN2CCC(CC2)C2CCNCC2)C2C(NC(CC2)=O)=O)=O 3-[3-methyl-2-oxo-5-[[4-(4-piperidyl)-1-piperidyl]methyl]benzimidazol-1-yl]piperidine-2,6-dione